C1(=CC=CC=C1)C1=NC(=CC(=N1)C1=C(C(=CC(=C1N1C2=CC=CC=C2C=2C=C(C=CC12)C)C1=NC(=NC(=C1)C1=CC=CC=C1)C1=CC=CC=C1)N1C2=CC=CC=C2C=2C=C(C=CC12)C1=NC(=CC=C1)C1=CC=CC=C1)N1C2=CC=CC=C2C=2C=C(C=CC12)C)C1=CC=CC=C1 9,9'-(2,4-bis(2,6-diphenylpyrimidin-4-yl)-6-(3-(6-phenylpyridin-2-yl)-9H-carbazol-9-yl)-1,3-phenylene)bis(3-methyl-9H-carbazole)